CC=1OC(=C(N1)C1=NC2=C(C=C(C=C2C(N1C)=O)C)[C@@H](C)N[S@](=O)C(C)(C)C)C (R)-N-((R)-1-(2-(2,5-dimethyloxazol-4-yl)-3,6-dimethyl-4-oxo-3,4-dihydroquinazolin-8-yl)ethyl)-2-methylpropane-2-sulfinamide